C1(=CC=C(C=C1)NC(=O)[C@@H]1CC[C@H]2N1C([C@H](CN(CC2)C([C@@H](C)C2=CC=CC=C2)=O)NC(=O)C=2NC1=CC=C(C=C1C2)C(F)(F)P(O)(O)=O)=O)C2=CC=CC=C2 ((2-(((5S,8S,10aR)-8-([1,1'-biphenyl]-4-ylcarbamoyl)-6-oxo-3-((S)-2-phenyl-propanoyl)decahydro-pyrrolo[1,2-a][1,5]diazocin-5-yl)carbamoyl)-1H-indol-5-yl)difluoro-methyl)phosphonic acid